cis-2,6-dimethyl-morpholin C[C@@H]1CNC[C@@H](O1)C